4-(1-pentyne-1-sulfinyl)toluene C(#CCCC)S(=O)C1=CC=C(C)C=C1